3-Nitro-N-[2-[(1S,4S)-2-oxo-5-azabicyclo[2.2.1]heptan-5-yl]ethyl]-5-(trifluoromethyl)benzamide [N+](=O)([O-])C=1C=C(C(=O)NCCN2[C@@H]3CC([C@H](C2)C3)=O)C=C(C1)C(F)(F)F